N-(2-fluoro-2-methylpropyl)-5-(2-(((1-fluorocyclopropyl)methyl)amino)-7H-pyrrolo[2,3-d]pyrimidin-5-yl)pyrazolo[1,5-a]pyridine-3-carboxamide FC(CNC(=O)C=1C=NN2C1C=C(C=C2)C2=CNC=1N=C(N=CC12)NCC1(CC1)F)(C)C